methyl 3-{[(tert-butyldimethylsilyl) oxy] methyl}-hexahydropyrrolizine-7a-carboxylate [Si](C)(C)(C(C)(C)C)OCC1CCC2(CCCN12)C(=O)OC